C(CCCCCCCCCCCCCCCCCCCCC)OC[C@@H](OCCCCCCCCCCCCCCCCCCCCCC)COP(=O)(O)OCC[N+](C)(C)C 1,2-di-behenyl-sn-glycero-3-phosphorylcholine